(4-methoxyphenyl)-2-methyl-1H-benzimidazole-4-carboxylic acid methyl ester COC(=O)C1=CC=CC=2N(C(=NC21)C)C2=CC=C(C=C2)OC